N-[3-([[3-(1,1-difluoroethyl)-1H-pyrazolo[3,4-b]pyridin-5-yl]oxy]methyl)-2,4-difluorophenyl]-5-fluoro-2-methoxypyridine-3-sulfonamide FC(C)(F)C1=NNC2=NC=C(C=C21)OCC=2C(=C(C=CC2F)NS(=O)(=O)C=2C(=NC=C(C2)F)OC)F